ClC=1C=C(C=CC1OCC1=CC(=CC=C1)F)NC1=NC=NC2=CC=C(C=C12)C=1OC(=CC1)CNCCS(=O)(=O)C 4-{[3-chloro-4-(3-fluoro-benzyloxy)-phenyl]amino}-6-(5-{[(2-methanesulfonyl-ethyl)amino]methyl}-furan-2-yl)quinazoline